(2R,3R)-2-(Benzylmethyl)-3-(2-chlorophenyl)oxirane C(C1=CC=CC=C1)C[C@H]1O[C@@H]1C1=C(C=CC=C1)Cl